1-menthene-8-thiol C1(=CCC(CC1)C(C)(C)S)C